3-cyclopropyl-N-methyl-4-(3-methyl-4-methylsulfonyl-phenyl)-1H-indazole-5-sulfonamide C1(CC1)C1=NNC2=CC=C(C(=C12)C1=CC(=C(C=C1)S(=O)(=O)C)C)S(=O)(=O)NC